2-Hydroxy-N-(4-(5-(2-((1-(hydroxymethyl)cyclopropyl)amino)-6-methylpyrimidin-4-yl)-1,3,4-oxadiazol-2-yl)-3-(6-azaspiro[2.5]octan-6-yl)phenyl)ethane-1-sulfonamide OCCS(=O)(=O)NC1=CC(=C(C=C1)C=1OC(=NN1)C1=NC(=NC(=C1)C)NC1(CC1)CO)N1CCC2(CC2)CC1